N1[C@@H](CCC1=O)C(=O)O |o1:1| (S)- or (R)-pyroglutamic acid